OC=1C2=C(N=C(N1)SC)CN(CC2)C(=O)[O-] 4-Hydroxy-2-(methylthio)-5,6-dihydropyrido[3,4-d]pyrimidine-7(8H)-carboxylate